C(C1=CC=CC=C1)(=O)OC1=CC=C(C=C1)C(C)(C)C 4-(tert-butyl)phenyl benzoate